tert-Butyl N-[4-carbamoyl-5-[4-[2-[[3-(1,1-difluoro-2,2-dimethyl-propyl)isoxazol-5-yl]amino]-2-oxo-ethyl]phenyl]-2-isopropyl-pyrazol-3-yl]carbamate C(N)(=O)C1=C(N(N=C1C1=CC=C(C=C1)CC(=O)NC1=CC(=NO1)C(C(C)(C)C)(F)F)C(C)C)NC(OC(C)(C)C)=O